C1(CC1)S(=O)(=O)C1(CC1)CO (1-(cyclopropylsulfonyl)cyclopropyl)methanol